(2R,3S,5R)-5-(5-fluoro-2,4-dioxo-3,4-dihydropyrimidin-1(2H)-yl)-2-((S)-1-hydroxyethyl)tetrahydrofuran-3-yl acetate C(C)(=O)O[C@@H]1[C@H](O[C@H](C1)N1C(NC(C(=C1)F)=O)=O)[C@H](C)O